[N+](=O)([O-])C=1C=C(C=CC1)C=1C=C2C=CC=C3C=CC(C(C1)=C32)=O 8-(3-nitrophenyl)-1H-phenalen-1-one